1-(4-cyanopyridin-2-yl)-N-(3-methoxyphenyl)-5-oxopyrrolidine-2-carboxamide C(#N)C1=CC(=NC=C1)N1C(CCC1=O)C(=O)NC1=CC(=CC=C1)OC